2-(4-(6-(4-cyano-2-fluorobenzyloxy)pyridin-2-yl)-2-fluorobenzyl)-1-(2-fluoroethyl)-1H-benzo[d]imidazole-6-carboxylic acid C(#N)C1=CC(=C(COC2=CC=CC(=N2)C2=CC(=C(CC3=NC4=C(N3CCF)C=C(C=C4)C(=O)O)C=C2)F)C=C1)F